NC1=C(C=CC(=C1)C(=O)N(C)CCN(C)C)C(=O)NC1=NNC2=CC=C(C=C12)CC1=CC(=CC(=C1)F)F 2-amino-N1-[5-(3,5-difluorobenzyl)-1H-indazol-3-yl]-N4-[2-(dimethylamino)ethyl]-N4-methylbenzene-1,4-dicarboxamide